1-morpholino-3-phenylpropane-1,3-dione O1CCN(CC1)C(CC(=O)C1=CC=CC=C1)=O